C(C)(C)(C)OC(=O)N1CCCC(C1)OC 5-methoxypiperidine-1-carboxylic acid tert-butyl ester